(25S)-5alpha-cholestan-3beta,4beta,6alpha,8beta,15alpha,16beta,26-heptol C([C@@H](C)CCC[C@@H](C)[C@H]1[C@H]([C@@H]([C@H]2[C@@]3(C[C@@H]([C@H]4[C@H]([C@H](CC[C@]4(C)[C@H]3CC[C@]12C)O)O)O)O)O)O)O